rac-tert-butyl (RS)-2-(4-fluorophenyl)-4-methyl-3-(pyridin-4-yl)-6,7-dihydropyrazolo[1,5-a]pyrazine-5(4H)-carboxylate FC1=CC=C(C=C1)C1=NN2C([C@H](N(CC2)C(=O)OC(C)(C)C)C)=C1C1=CC=NC=C1 |r|